(dibenzofuranyl)terphenyl C1(=CC=CC=2OC3=C(C21)C=CC=C3)C3=C(C=CC=C3)C=3C(=CC=CC3)C3=CC=CC=C3